2-(chloromethyl)-1-methyl-1H-imidazole ClCC=1N(C=CN1)C